COC[C@@]1(CN(CC1)N(C=1C=NC(=CC1)C)C)CCC1=CC=CC=C1 (S)-N-(3-(methoxymethyl)-3-phenethylpyrrolidin-1-yl)-N,6-dimethylpyridin-3-amine